C(CCCCCCCCCCCCCC)(=O)OCCCCCCCC\C=C/CCCCCC palmitoleyl pentadecylate